tert-butyl 7-[7-({4-[2-(dimethylamino)acetamido]-3-methylphenyl}amino)-1,2,3,4-tetrahydro-2,6-naphthyridin-2-yl]-8-methyl-1H,2H,3H-pyrido[2,3-b][1,4]oxazine-1-carboxylate CN(CC(=O)NC1=C(C=C(C=C1)NC1=NC=C2CCN(CC2=C1)C1=C(C2=C(OCCN2C(=O)OC(C)(C)C)N=C1)C)C)C